FC(C=1C(=C(C=CC1)C(C)NC(=O)C1=CNC(C=C1)=O)F)F N-(1-(3-(difluoromethyl)-2-fluorophenyl)ethyl)-6-oxo-1,6-dihydropyridine-3-carboxamide